OC1CC(N(C(C1)(C)C)CCO)(C)C 4-hydroxy-1-(2-hydroxyethyl)-2,2,6,6-tetramethylpiperidine